ClC=1C=C(C=CC1F)C1=NC2=CC(=C(C=C2C(=N1)N)OC1CCNCC1)C=1C=NN(C1)CCOC (3-chloro-4-fluorophenyl)-7-(1-(2-methoxyethyl)-1H-pyrazol-4-yl)-6-(piperidin-4-yloxy)quinazolin-4-amine